3-methylphthalic hydrazide CC1=C(C(C(=O)NN)=CC=C1)C(=O)O